(RS)-4-(4-chlorophenyl)-2-phenyl-2-(1H-1,2,4-triazol-1-ylmethyl)butyronitrile ClC1=CC=C(C=C1)CC[C@](C#N)(CN1N=CN=C1)C1=CC=CC=C1 |r|